2-methyl-6-((3-(2-(pyrrolidin-1-yl)ethyl)-1H-indol-5-yl)oxy)tetrahydro-2H-pyran-3,4,5-triol CC1OC(C(C(C1O)O)O)OC=1C=C2C(=CNC2=CC1)CCN1CCCC1